C(C)(=O)N[C@@H]1[C@@H](O[C@@H]([C@H]([C@@H]1NC(C)=O)O)CO)C(=O)O 2,3-dideoxy-2,3-di-acetamido-beta-D-mannopyranonic acid